(2R,6R)-4-((R)-1-(3-fluoro-4-methylpyridin-2-yl)-3-methoxypropyl)-1-isobutyryl-N-(4-(3-methoxypyridin-2-yl)benzyl)-6-methylpiperazine-2-carboxamide FC=1C(=NC=CC1C)[C@@H](CCOC)N1C[C@@H](N([C@@H](C1)C)C(C(C)C)=O)C(=O)NCC1=CC=C(C=C1)C1=NC=CC=C1OC